ClC1=C(C=C2C(C=CN(C2=N1)C1CC1)=O)F 7-chloro-1-cyclopropyl-6-fluoro-1,8-naphthyridine-4(1H)-one